COC1=CC(=CC2=C1OCO2)C=2N=NNC2C2=CC=C(C=C2)OC 4-(7-methoxy-1,3-benzodioxol-5-yl)-5-(4-methoxyphenyl)-1H-1,2,3-triazole